OCCN[C@H]1[C@H](CC2=CC(=CC=C12)OCC=1C(=C(C=CC1)C1=CC=CC=C1)C)O (1R,2S)-1-((2-hydroxyethyl)amino)-5-((2-methyl-[1,1'-biphenyl]-3-yl)methoxy)-2,3-dihydro-1H-inden-2-ol